6-((4-methyl-2-carbonyloxazolidin-3-yl)methyl)-3,4-dihydro-1,8-naphthyridine-1(2H)-carboxamide CC1N(C(OC1)=C=O)CC=1C=C2CCCN(C2=NC1)C(=O)N